ONC(CCNC1=CC=C(C=C1)OCC#C)=O N-hydroxy-3-((4-(prop-2-yn-1-yloxy)phenyl)amino)propanamide